3-(1-METHYL-2-OXO-1,2-DIHYDROPYRIDIN-3-YL)-4-(TRIFLUOROMETHYL)ISOTHIAZOLE-5-CARBOXYLIC ACID CN1C(C(=CC=C1)C1=NSC(=C1C(F)(F)F)C(=O)O)=O